C(#N)C[C@@H]1N(CCN(C1)C=1C2=C(N=C(N1)OC[C@H]1N(CCC1)C)CN(CC2)C2=CC=CC1=CC=CC(=C21)C)C(=O)OCC2=CC=CC=C2 benzyl (S)-2-(cyanomethyl)-4-(7-(8-methylnaphthalen-1-yl)-2-(((S)-1-methylpyrrolidin-2-yl)methoxy)-5,6,7,8-tetrahydropyrido[3,4-d]pyrimidin-4-yl)piperazine-1-carboxylate